ClC1=C(C(=CC=C1)Cl)N1C=2N(C3=C(C1=O)C=NC(=N3)NC3=CC=C(C=C3)N3CC1(C3)CN(CC1)S(=O)(=O)C)C=CN2 6-(2,6-dichlorophenyl)-2-({4-[6-(methylsulfonyl)-2,6-diazaspiro[3.4]oct-2-yl]phenyl}amino)imidazo[1,2-a]pyrimido[5,4-e]pyrimidin-5(6H)-one